OC(CC)CCCCCCCC 3-hydroxyundecane